m-difluoromethoxyacetophenone FC(OC=1C=C(C=CC1)C(C)=O)F